C(C)(C)(C)[O-].[K+] potassium tert.-butanolate